N1(CC=CC=C1)C(=O)O 1(2H)-pyridinecarboxylic acid